S1CC(C1)N1[C@@H]2CN([C@H](C1)C2)C2=CC(C2=O)=O 4-[(1S,4S)-5-(thietan-3-yl)-2,5-diazabicyclo[2.2.1]heptane-2-yl]cyclobut-3-ene-1,2-dione